tert-butyl 3-(6-chloro-3,4-dicyclopropyl-5-fluoro-8-methoxy-2,7-naphthyridin-1-yl)-3,8-diazabicyclo[3.2.1]octane-8-carboxylate ClC=1C(=C2C(=C(N=C(C2=C(N1)OC)N1CC2CCC(C1)N2C(=O)OC(C)(C)C)C2CC2)C2CC2)F